2-(1-(3-(benzyloxy)-6-methylpyridin-2-yl)imidazo[1,5-a]pyridin-3-yl)-3-fluorophenol C(C1=CC=CC=C1)OC=1C(=NC(=CC1)C)C=1N=C(N2C1C=CC=C2)C2=C(C=CC=C2F)O